C(CCC)(=O)O[C@H]1CC[C@@H]2[C@@]1(CC[C@@H]1[C@]3(CCC=4N=C(SC4C3=CC[C@@H]21)NN2CCNCC2)C)C (5aR,5bS,7aS,8S,10aS,10bR)-5a,7a-dimethyl-2-(piperazin-1-ylamino)-5,5a,5b,6,7,7a,8,9,10,10a,10b,11-dodecahydro-4H-cyclopenta[7,8]phenanthro[2,1-d]thiazol-8-yl butyrate